C1(CC1)C=1SC(=CN1)C1=CC(=NC=C1)N(C(=O)[C@@H]1CC[C@H](CC1)C(=O)OC)C[C@@H]1CC[C@H](CC1)C1=CC(=C(C=C1)OC)C trans-Methyl 4-((4-(2-cyclopropylthiazol-5-yl)pyridin-2-yl)((trans-4-(4-methoxy-3-methylphenyl)cyclohexyl)methyl) carbamoyl)cyclohexanecarboxylate